2-(N-Decyl-N,N-dimethylammonio)acetat C(CCCCCCCCC)[N+](C)(C)CC(=O)[O-]